2,4-difluoro-N-(2-methoxy-5-(4-(piperidin-4-yl)quinazolin-6-yl)pyridin-3-yl)benzenesulfonamide trifluoroacetate salt FC(C(=O)O)(F)F.FC1=C(C=CC(=C1)F)S(=O)(=O)NC=1C(=NC=C(C1)C=1C=C2C(=NC=NC2=CC1)C1CCNCC1)OC